1-methyl-4-((1E,3E)-3-methyl-4-phenylbuta-1,3-dien-1-yl)benzene CC1=CC=C(C=C1)\C=C\C(=C\C1=CC=CC=C1)\C